I[C@@]1([C@H]([C@@H](O[C@@H]1CO)N1C(=O)NC(=O)C(=C1)C)O)O 3'-iodo-5-methyluridine